(R)-quinuclidin N12CCC(CC1)CC2